(1R,2R,3aS,10aR)-5-chloro-1-[(1E,3ξ)-4,4-difluoro-3-hydroxy-4-phenyl-1-buten-1-yl]-2-hydroxy-2,3,3a,9,10,10a-hexahydro-1H-benzo[b]cyclopenta[f]oxepin-6-carboxylic acid ClC1=C(C=CC2=C1O[C@@H]1[C@H](CC2)[C@H]([C@@H](C1)O)\C=C\C(C(C1=CC=CC=C1)(F)F)O)C(=O)O